(4-(hydroxymethyl)cycloheptyl)carbamic acid tert-butyl ester C(C)(C)(C)OC(NC1CCC(CCC1)CO)=O